5-chloro-N2-(7-chloro-1-hydroxy-3,3-dimethyl-2,1-benzoxaborol-5-yl)-N4-cyclopentyl-pyrimidine-2,4-diamine ClC=1C(=NC(=NC1)NC=1C=C(C2=C(C(OB2O)(C)C)C1)Cl)NC1CCCC1